N2,N2-bis(4-methoxybenzyl)-3-nitro-N4-(1-(4-(pyrrolidin-1-ylmethyl)phenyl)ethyl)quinoline-2,4-diamine COC1=CC=C(CN(C2=NC3=CC=CC=C3C(=C2[N+](=O)[O-])NC(C)C2=CC=C(C=C2)CN2CCCC2)CC2=CC=C(C=C2)OC)C=C1